C(C1=CC=CC=C1)NC(C(C(=O)O)COC)=O 3-(benzylamino)-2-(methoxymethyl)-3-oxopropanoic acid